C(C)(C)(C)OC(=O)N[C@@H](CC(=O)OC(C)(C)C)C(=O)[O-] 4-tert-butyl N-(tert-butoxycarbonyl)-L-aspartate